NC1=NC(=C(C(=N1)N)C#N)NC(C)C=1C(=NC2=CC(=CC=C2C1)F)C1=C(C=CC=C1)S(=O)(=O)C 2,4-Diamino-6-{1-[7-fluoro-2-(2-methane-sulfonyl-phenyl)-quinolin-3-yl]-ethylamino}-pyrimidine-5-carbonitrile